Methyl (R)-4-acetyl-3-isopropyl-2,3,4,5-tetrahydrobenzo[f][1,4]oxazepine-8-carboxylate C(C)(=O)N1[C@@H](COC2=C(C1)C=CC(=C2)C(=O)OC)C(C)C